2-chloro-1,1,3,3-tetrafluoro-propane ClC(C(F)F)C(F)F